NC1=CC=C(C=C1)OC1=CC=C(C=C1)N 4-aminophenyl ether